(S)-2,7-dimethyl-3-(1-methyl-5-(trifluoromethyl)-1H-pyrazol-3-yl)-4,5,6,7-tetrahydro-2H-pyrazolo[3,4-c]pyridine trifluoroacetate FC(C(=O)O)(F)F.CN1N=C2[C@@H](NCCC2=C1C1=NN(C(=C1)C(F)(F)F)C)C